COC=1C(=CC=2C(=C3C(=NC2C1)CCC3)NC3C(CNCC3C)C)OC N-{6,7-dimethoxy-1H,2H,3H-cyclopenta[b]quinolin-9-yl}-3,5-dimethylpiperidin-4-amine